C1(CCC(CC1)C(C)C)(C)O Menthan-1-ol